C(C1CO1)OCCC[Si](OC1=CC=CC=C1)(OC1=CC=CC=C1)OC1=CC=CC=C1 γ-glycidoxypropyl-triphenoxysilane